FC1=C(C=C(C=C1)N1N=NC=C1)N1[C@@H]2CN([C@H](C1)C2)C (4-fluoro-3-((1S,4S)-5-methyl-2,5-diazabicyclo[2.2.1]heptan-2-yl)phenyl)-1H-1,2,3-triazol